C(C)(C)[N-]C(C)C di-iso-propylamide